2-methyl-propionic acid butyl ester C(CCC)OC(C(C)C)=O